COC1=CC2=C(C3=C(C(N(C3)[C@@H](CC(=O)OC)C)=O)S2)C=C1OC Methyl (R)-3-(6,7-dimethoxy-3-oxo-1,3-dihydro-2H-benzo[4,5]thieno[2,3-c]pyrrol-2-yl)butanoate